FS(C1=CC=C(OC2=NC=CC=C2C=2C=C3C=CN=CC3=CC2)C=C1)(F)(F)(F)F 6-(2-(4-(Pentafluoro-λ6-sulfaneyl)phenoxy)pyridin-3-yl)isoquinoline